6-phenyl-5-cyano-2-chloro-2,3-dihydropyrimidin C1(=CC=CC=C1)C=1C(=CNC(N1)Cl)C#N